C(\C=C\C(=O)O)(=O)O.CN(C[C@H](C[C@@H](C(C)C)N1CC2(C1)CN(CC2)C=2N=CN=NC2OC2=C(C(=O)N(C(C)C)CC)C=C(C=C2)F)OC)C 2-((5-(2-((3S,5S)-6-(dimethylamino)-5-methoxy-2-methylhex-3-yl)-2,6-diazaspiro[3.4]oct-6-yl)-1,2,4-triazin-6-yl)oxy)-N-ethyl-5-fluoro-N-isopropylbenzamide fumarate